4-(4,7-difluoro-benzimidazol-2-yl)-1,2,5-oxadiazol-3-amine FC1=CC=C(C=2N=C(NC21)C=2C(=NON2)N)F